C(#N)C1=CC=C(CNC(=O)C=2C(N(C3=C(N=CC=C3C2)OCC2(CC2)S(=O)(=O)CC)C)=O)C=C1 N-(4-cyanobenzyl)-8-((1-(ethylsulfonyl)cyclopropyl)methoxy)-1-methyl-2-oxo-1,2-dihydro-1,7-naphthyridine-3-carboxamide